COC(CNC(CC1=CC(=C(C=C1)OC)OC)=O)OC N-(2,2-dimethoxyethyl)-3,4-dimethoxyphenyl-acetamide